2,3,4,5-tetrafluoro-6-((4-methoxybenzyl)thio)-N,N-dimethylbenzenesulfonamide FC1=C(C(=C(C(=C1F)F)F)SCC1=CC=C(C=C1)OC)S(=O)(=O)N(C)C